C1(CCCC1)C1=C(C(=NC(=N1)C1=CC=NC=C1)N)N Cyclopentyl-2-(4-pyridinyl)pyrimidine-4,5-diamine